ClC=1C=NN(C1)CCCCNC(=O)C1=NOC(=C1)C=1OC=CC1 N-(4-(4-chloro-1H-pyrazol-1-yl)butyl)-5-(furan-2-yl)isoxazole-3-carboxamide